8-bromo-3-(3,5-difluorophenyl)imidazo[1,5-a]Pyridine BrC=1C=2N(C=CC1)C(=NC2)C2=CC(=CC(=C2)F)F